FC1=C(CC2=NC3=C(N2C[C@H]2OCC2)C=C(C=C3)C(=O)O)C=C(C(=C1)C1=NC(=CC=C1)OCC1=C(C=C(C=C1)C=1N=NN(C1)[C@@H]1COCC1)F)F 2-(2,5-difluoro-4-(6-((2-fluoro-4-(1-((S)-tetrahydrofuran-3-yl)-1H-1,2,3-triazol-4-yl)benzyl)oxy)pyridin-2-yl)benzyl)-1-(((S)-oxetan-2-yl)methyl)-1H-benzo[d]imidazole-6-carboxylic acid